FC1=CC=C(C=C1)[C@@H](C)N1N=CC(=C1)C1=CC(=CC(=N1)C1=CC=2N(C=C1)N=C(N2)N)C(F)(F)F |r| racemic-7-(6-(1-(1-(4-fluorophenyl)ethyl)-1H-pyrazol-4-yl)-4-(trifluoromethyl)pyridin-2-yl)-[1,2,4]triazolo[1,5-a]pyridin-2-amine